2,5-dioxido-benzene-1,4-dicarboxylate [O-]C1=C(C=C(C(=C1)C(=O)[O-])[O-])C(=O)[O-]